N'-isonicotinoyl-5-propylpicolinohydrazide hydrogen chloride Cl.C(C1=CC=NC=C1)(=O)NNC(C1=NC=C(C=C1)CCC)=O